(S)-1-(9-fluoro-1,2,4a,5-tetrahydro-4H-[1,4]oxazino[4',3':4,5][1,4]oxazino[2,3-b]quinoxalin-11-yl)propan-1-one FC=1C=C(C=2N=C3C(=NC2C1)OC[C@H]1N3CCOC1)C(CC)=O